4-(6-methyl-7-(4-(piperazin-1-yl)phenyl)imidazo[1,2-b]pyridazin-3-yl)quinolin CC=1C(=CC=2N(N1)C(=CN2)C2=CC=NC1=CC=CC=C21)C2=CC=C(C=C2)N2CCNCC2